(S)-2-(di(3,5-bis-trifluoromethylphenylphosphino)ferrocenyl)ethyldicyclohexylphosphine FC(C=1C=C(C=C(C1)C(F)(F)F)PC1=C([C-](C=C1)CCP(C1CCCCC1)C1CCCCC1)PC1=CC(=CC(=C1)C(F)(F)F)C(F)(F)F)(F)F.[CH-]1C=CC=C1.[Fe+2]